2-ethyl-3-tetrahydropyran-oxypyridine-4-one C(C)C1=NC=CC(C1OC1OCCCC1)=O